C1(CC1)C1=C(C(=NO1)C1=C(C=NC=C1Cl)Cl)COC12CCC(CC1)(CC2)C#CC2=CC=1N(C=C2)C=CN1 7-((4-((5-Cyclopropyl-3-(3,5-dichloropyridin-4-yl)isoxazol-4-yl)methoxy)bicyclo[2.2.2]octan-1-yl)ethynyl)imidazo[1,2-a]pyridin